[Na+].CC1([C@@H](S2C(C[C@H]2S1(=O)=O)=O)C(=O)[O-])C (2S,5R)-3,3-dimethyl-7-oxo-4-thia-1-thiabicyclo[3.2.0]heptane-2-carboxylic acid 4,4-dioxide sodium salt